CC(C)(C(C(C)C)=O)C 2,2,4-trimethylpentan-3-one